FC(COS(=O)(=O)C(F)(F)F)(C1=C(C(=CC=C1)[C@@H](C)NC(=O)C1=NN(C(C=C1)=O)C1=C(C=CC=C1)F)F)F [2,2-difluoro-2-[2-fluoro-3-[(1R)-1-[[1-(2-fluorophenyl)-6-oxo-pyridazine-3-carbonyl]amino]ethyl]phenyl]ethyl]trifluoromethanesulfonate